N-fluorenylmethoxycarbonyl-N'-tert-butyloxycarbonyl-L-2,4-diaminobutyric acid C1(=CC=CC=2C3=CC=CC=C3CC12)COC(=O)N[C@H](C(=O)O)CCNC(=O)OC(C)(C)C